3-(3-amino-5-(1-methyl-4-(methyl-d3)-1H-1,2,3-triazol-5-yl)pyridin-2-yl)-4-iodo-1-(methyl-d3)-1H-pyrazole-5-carboxylic acid methyl ester COC(=O)C1=C(C(=NN1C([2H])([2H])[2H])C1=NC=C(C=C1N)C1=C(N=NN1C)C([2H])([2H])[2H])I